3-amino-5-methyl-1H-pyrazole NC1=NNC(=C1)C